6-((1R,3s,5S)-3-amino-8-azabicyclo[3.2.1]oct-8-yl)-3-(7-chloro-2-methylbenzo[d]thiazole-6-yl)-1H-pyrazolo[3,4-d]pyrimidine-4-carbonitrile NC1C[C@H]2CC[C@@H](C1)N2C2=NC(=C1C(=N2)NN=C1C1=C(C2=C(N=C(S2)C)C=C1)Cl)C#N